FC1=C(C(=CC(=C1)C#CC1=CC=CC=C1)F)N1C(N2[C@@](CC1=O)(C(N(CC2)CCCC(=O)OCC)=O)C)=O Ethyl 4-[(9aS)-7-[2,6-difluoro-4-(2-phenylethynyl)phenyl]-9a-methyl-1,6,8-trioxo-4,9-dihydro-3H-pyrazino[1,2-c]pyrimidin-2-yl]butanoate